BrC\C=N\NC(=O)OCC1=CC=CC=C1 benzyl (E)-2-(2-bromoethylidene)hydrazine-1-carboxylate